C(C=C)(=O)OC1=CC=C(C(=O)C2=CC=CC=C2)C=C1 4-acryloyloxybenzophenone